NC/C=C/CN1/C(/SC=2C1=NC=C(C2)C(N)=O)=N/C(=O)C2=C(N=C(O2)C)CC N-((Z)-3-((E)-4-Aminobut-2-en-1-yl)-6-carbamoylthiazolo[4,5-b]pyridin-2(3H)-ylidene)-4-ethyl-2-methyloxazole-5-carboxamide